2-fluoro-N-methyl-4-(3-methyl-4-oxo-2-(trifluoromethyl)-4H-pyrido[1,2-a]pyrimidin-9-yl)-N-(tetrahydro-2H-pyran-4-yl)benzamide FC1=C(C(=O)N(C2CCOCC2)C)C=CC(=C1)C1=CC=CN2C1=NC(=C(C2=O)C)C(F)(F)F